methyl 3-(2-(methoxymethoxy)-6-methyl-4-(trifluoromethyl)phenyl)-7-(((trifluoromethyl)sulfonyl)oxy)furo[3,2-c]pyridazine-6-carboxylate COCOC1=C(C(=CC(=C1)C(F)(F)F)C)C1=CC2=C(N=N1)C(=C(O2)C(=O)OC)OS(=O)(=O)C(F)(F)F